(2R,3R,4S,5R,6S)-2-(hydroxymethyl)-6-(phenylsulfanyl)-4-(4-(3,4,5-trifluorophenyl)-1H-pyrazol-1-yl)tetrahydro-2H-pyran-3,5-diol OC[C@H]1O[C@H]([C@@H]([C@H]([C@H]1O)N1N=CC(=C1)C1=CC(=C(C(=C1)F)F)F)O)SC1=CC=CC=C1